C(C1=CC=CC=C1)NC1=NC(=NN2C1=CC=C2OCC2CC2)N2C(=CC1=C(C=CC=C21)CNS(=O)(=O)NC(OC(C)(C)C)=O)C tert-butyl (N-((1-(4-(benzylamino)-7-(cyclopropylmethoxy)pyrrolo[2,1-f][1,2,4]triazin-2-yl)-2-methyl-1H-indol-4-yl)methyl)sulfamoyl)carbamate